2-(2-bromophenylamino)-1,4-naphthoquinone BrC1=C(C=CC=C1)NC=1C(C2=CC=CC=C2C(C1)=O)=O